FC1=C(C=CC(=C1C(=O)C1=CNC2=NC=C(C=C21)C2=CC=C(C=C2)N2CCNCC2)F)NS(=O)(=O)N2CCCC2 N-[2,4-difluoro-3-[5-(4-piperazin-1-ylphenyl)-1H-pyrrolo[2,3-b]pyridine-3-carbonyl]phenyl]pyrrolidine-1-sulfonamide